FC(C1=NN=C(S1)C1=NC=C2N1C=C(C=C2N2CC1CN(C(C2)C1)C(=O)OC(C)(C)C)S(NC1(CC1)C)(=O)=O)F tert-butyl 3-(3-(5-(difluoromethyl)-1,3,4-thiadiazol-2-yl)-6-(N-(1-methylcyclopropyl)sulfamoyl)imidazo[1,5-a]pyridin-8-yl)-3,6-diazabicyclo[3.2.1]octane-6-carboxylate